3-(4-(benzyloxy)phenoxy)propionitrile C(C1=CC=CC=C1)OC1=CC=C(OCCC#N)C=C1